C(#CC)C=1C(=NC(NC1)=O)N 5-propynyl-cytosine